ClCC1=CC=C(C(=O)N2C[C@H]([C@@H](C2)C(=O)N[C@@H]2[C@H](C2)C2=CC=CC=C2)C(=O)N[C@@H]2[C@H](C2)C2=CC=CC=C2)C=C1 (3S,4S)-1-(4-(chloromethyl)benzoyl)-N3,N4-bis((1S,2R)-2-phenylcyclopropyl)pyrrolidine-3,4-dicarboxamide